C1=CC=CC=2C1=C1C(C3=CC=CC=C3C(C1=CC2)=O)=O benz(a)anthracene-7,12-dione